C(C1CO1)OC1=NC(=NC(=N1)OCC1CO1)OCC1CO1 2,4,6-tris(glycidoxy)-1,3,5-triazine